tert-Butyl 3-((2-((S)-((tert-butoxycarbonyl)amino)(4,4-difluorocyclohexyl)methyl)imidazo[1,2-b]pyridazin-7-yl)methyl)-2-oxopiperidine-1-carboxylate C(C)(C)(C)OC(=O)N[C@H](C=1N=C2N(N=CC(=C2)CC2C(N(CCC2)C(=O)OC(C)(C)C)=O)C1)C1CCC(CC1)(F)F